ClC1=C(C(=CC=C1)C)NC(=O)C1=CN=C(S1)NC1=NC(=NC(=C1)NCC=1C(=C2C(N(C(C2=CC1)=O)C1C(NC(CC1)=O)=O)=O)F)C N-(2-chloro-6-methylphenyl)-2-((6-(((2-(2,6-dioxopiperidin-3-yl)-4-fluoro-1,3-dioxoisoindolin-5-yl)methyl)amino)-2-methylpyrimidin-4-yl)amino)thiazole-5-carboxamide